2-(4-fluoro-2-methoxyphenyl)acetic acid FC1=CC(=C(C=C1)CC(=O)O)OC